[Cl-].C(CCCC)[NH+]1C(CCC1)CCCC 1-Pentyl-2-butylpyrrolidinium chlorid